phosphorus 2-Cyano-5-methylpyridin-3-yl 3-[4-(4-chlorothiazol-2-yl)-1H-1,2,3-triazol-1-yl]-3-deoxy-1-thio-α-D-galactopyranoside ClC=1N=C(SC1)C=1N=NN(C1)[C@@H]1[C@H]([C@@H](SC=2C(=NC=C(C2)C)C#N)O[C@@H]([C@@H]1O)CO)O.[P]